9,10-dihydroxy-octadecenoic acid OC(CCCCCC=CC(=O)O)C(CCCCCCCC)O